C1(CC1)N1C(N(C2=C1C=C(C=C2)[N+](=O)[O-])C)=O 3-cyclopropyl-1-methyl-5-nitro-1,3-dihydro-2H-benzo[d]imidazol-2-one